BrC1=C2C(=CN=C1)NC=C2C 4-bromo-3-methyl-1H-pyrrolo[2,3-c]pyridine